ClC1=NC(=CC(=C1)OC(=O)N1C(CCC1)C)Cl (2,6-dichloropyridin-4-yl)-2-methylpyrrolidine-1-carboxylate